(3-Methoxy-1,2-dimethyl-azetidin-2-yl)methanol (E)-benzyl-9-((9-(tert-butoxy)-9-oxononyl)oxy)non-2-enoate C(C1=CC=CC=C1)/C(/C(=O)OCC1(N(CC1OC)C)C)=C\CCCCCCOCCCCCCCCC(=O)OC(C)(C)C